3-(1,1-dimethylethyl)-4-hydroxy-5-methylbenzene propionate C(CC)(=O)O.CC(C)(C)C=1C=CC=C(C1O)C